1-(4-(3-(6-(4-(4-methyl-1-(oxetan-3-yl)-1H-pyrazol-5-yl)piperidin-1-yl)-2-(trifluoromethyl)pyrimidin-4-yl)cyclobutyl)piperazin-1-yl)prop-2-en-1-one CC=1C=NN(C1C1CCN(CC1)C1=CC(=NC(=N1)C(F)(F)F)C1CC(C1)N1CCN(CC1)C(C=C)=O)C1COC1